C1OCCC12CN(CCC2)CCCOC=2C=C(C=CC2)C2=C(C(=CC=C2)COC2=CC(=C(C=O)C=C2Cl)O)C 4-((3'-(3-(2-oxa-7-azaspiro[4.5]decan-7-yl)propoxy)-2-methyl-[1,1'-biphenyl]-3-yl)methoxy)-5-chloro-2-hydroxybenzaldehyde